FC1(CC(C1)(C=1SC=NN1)NC(C(=O)C1=C(C=CC=C1)C=1N2CCCC2=C(C1C)C(=O)NC1=CC(=C(C=C1)F)C(F)F)=O)F 5-(2-((3,3-difluoro-1-(1,3,4-thiadiazol-2-yl)cyclobutyl)amino)-2-oxoacetylPhenyl)-N-(3-(difluoromethyl)-4-fluorophenyl)-6-methyl-2,3-dihydro-1H-pyrrolizine-7-carboxamide